CC1=C(C=NC=N1)C#N 6-methylpyrimidine-5-carbonitrile